N(C1=CC=CC=C1)C1=NC(=CC=C1C(=O)N)N1C=NC2=C1C=C(C(=C2)OC)OC 2-anilino-6-(5,6-dimethoxybenzimidazol-1-yl)pyridine-3-carboxamide